N1CC(C1)NC(=O)C1=CC=C2C(=NN(C2=C1)C1=CC=C(C=C1)C1CC1)COC N-(azetidin-3-yl)-1-(4-cyclopropylphenyl)-3-(methoxymethyl)-1H-indazole-6-carboxamide